methyl 4-chloro-1-((2-(trimethylsilyl) ethoxy) methyl)-1H-pyrazolo[3,4-b]pyridine-3-carboxylate ClC1=C2C(=NC=C1)N(N=C2C(=O)OC)COCC[Si](C)(C)C